OC1=NC=CC=C1O 2,3-dihydroxypyridine